[Si](C)(C)(C(C)(C)C)OC1CCN2N=CN=C21 7-((tert-butyldimethylsilyl)oxy)-6,7-dihydro-5H-pyrrolo[1,2-b][1,2,4]triazole